FC(C(=O)O)(F)F.FC1=C(COC2CNC2)C=C(C=C1)C(F)(F)F 3-((2-fluoro-5-(trifluoromethyl)benzyl)oxy)azetidine 2,2,2-trifluoroacetate